sodium 2,4,5-trichlorobenzenesulfonate salt ClC1=C(C=C(C(=C1)Cl)Cl)S(=O)(=O)[O-].[Na+]